3-[[4-[(1R,2R)-3-Cyclohexyl-1-cyclopropyl-2-(spiro[2.3]hexan-5-ylamino)propoxy]-6-(2,6-dimethylphenyl)pyrimidin-2-yl]sulfamoyl]benzoic acid C1(CCCCC1)C[C@H]([C@H](OC1=NC(=NC(=C1)C1=C(C=CC=C1C)C)NS(=O)(=O)C=1C=C(C(=O)O)C=CC1)C1CC1)NC1CC2(CC2)C1